methyl 1-(3,6,9,12-tetraoxapentadec-14-yn-1-yl)-1H-pyrazole-3-carboxylate C(COCCOCCOCCOCC#C)N1N=C(C=C1)C(=O)OC